FC(C=1C=NC(=NC1)OC1=CC=C(C=C1)C1CCN(CC1)C(=O)OC(C)(C)C)(F)F tert-butyl 4-(4-((5-(trifluoromethyl)pyrimidin-2-yl)oxy)phenyl)piperidine-1-carboxylate